N-(3-((4-(6-((4-hydroxy-1-(3-phenylbutanoyl)piperidin-4-yl)methyl)-2-methyl-7-oxo-6,7-dihydro-2H-pyrazolo[4,3-d]pyrimidin-3-yl)benzyl)amino)propyl)hexanamide OC1(CCN(CC1)C(CC(C)C1=CC=CC=C1)=O)CN1C=NC=2C(C1=O)=NN(C2C2=CC=C(CNCCCNC(CCCCC)=O)C=C2)C